C1(=CC=CC=C1)S(=O)(=O)N1C=CC=2C1=NC=CC2C=2N=C(SC2)N 4-[1-(Benzenesulfonyl)pyrrolo[2,3-b]pyridin-4-yl]thiazol-2-amine